picolinic acid, trifluoroacetic acid salt FC(C(=O)O)(F)F.N1=C(C=CC=C1)C(=O)O